C(C)(C)(C)OC(=O)N[C@H](C(=O)O)CC1=CC(=CC=2OCCOC21)Cl (S)-2-((tert-butoxycarbonyl)amino)-3-(7-chloro-2,3-dihydrobenzo[b][1,4]dioxin-5-yl)propanoic acid